ClC=1C(=C2C=NNC2=CC1C)C=1C(=NN(C1C)C1CC2(CNC2)C1)N1C2(CCC2)CN(CC1)C1CCOCC1 5-(4-(5-chloro-6-methyl-1H-indazol-4-yl)-5-methyl-1-(2-azaspiro[3.3]hept-6-yl)-1H-pyrazol-3-yl)-8-(tetrahydro-2H-pyran-4-yl)-5,8-diazaspiro[3.5]nonane